C(C)(C)[NH3+] isoprop-ylammonium